5-chloro-2-fluoro-N-(6-fluoropyridin-2-yl)-4-(3-formyl-3-methoxycyclopentyl)-N-(4-methoxybenzyl)benzenesulfonamide ClC=1C(=CC(=C(C1)S(=O)(=O)N(CC1=CC=C(C=C1)OC)C1=NC(=CC=C1)F)F)C1CC(CC1)(OC)C=O